O=C(CN1C[C@@H](CC1)C(=O)NC=1C=C2C(=NNC2=CC1)C1=CC=NC=C1)N1CCN(CC1)C1=CC=C(C=C1)C1=NC=CC=N1 (3R)-1-[2-oxo-2-[4-(4-pyrimidin-2-ylphenyl)piperazin-1-yl]ethyl]-N-(3-pyridin-4-yl-1H-indazol-5-yl)pyrrolidine-3-carboxamide